3-(4-(Pyridin-2-yl)piperazine-1-carbonyl)-5-(2,4,5-trifluoro-3-hydroxyphenyl)isoxazole-4-carbonitrile N1=C(C=CC=C1)N1CCN(CC1)C(=O)C1=NOC(=C1C#N)C1=C(C(=C(C(=C1)F)F)O)F